C(C1=CC=CC=C1)OC1=CC=C(C=C1)C=1CCCN(CC1)C1=CC(=C(C#N)C=C1)C(F)(F)F 4-(5-(4-(benzyloxy)phenyl)-2,3,4,7-tetrahydro-1H-azepin-1-yl)-2-(trifluoromethyl)benzonitrile